NC1=NC=NC(=C1OCCN(C(C=C)=O)C)C1=CC(=CC=C1)N1C(C2=C(C=C(C=C2C=C1)C1CC1)F)=O N-(2-((4-Amino-6-(3-(6-cyclopropyl-8-fluoro-1-oxoisoquinolin-2(1H)-yl)phenyl)pyrimidin-5-yl)oxy)ethyl)-N-methylacrylamide